tert-butyl 3-[(methylsulfonyloxy) methyl]-3-methylazetidine-1-carboxylate CS(=O)(=O)OCC1(CN(C1)C(=O)OC(C)(C)C)C